N=1C(N=C(C1)C(=O)N)=O imidazol-2-one-4-carboxamide